ClC1=CC(=CS1)C1=NN2C(=NC3=C(C2=N1)N=CC=C3)N[C@H]3C(NCCNC3)=O (6R)-6-{[2-(5-chlorothiophen-3-yl)pyrido[2,3-e][1,2,4]triazolo[1,5-c]pyrimidin-5-yl]amino}-1,4-diazepan-5-one